(R)-N-((S)-cyclopropyl-(2,4-difluorophenyl)methyl)-2-methylpropane-2-sulfinamide C1(CC1)[C@H](N[S@](=O)C(C)(C)C)C1=C(C=C(C=C1)F)F